ethyl 2-[[3-[tert-butyl (dimethyl) silyl] oxy-5-cyclopropyl-2-oxo-pyrrolidin-1-yl] amino]-2-imino-acetate [Si](C)(C)(C(C)(C)C)OC1C(N(C(C1)C1CC1)NC(C(=O)OCC)=N)=O